(Z)-1-(2-acetylpyrazolidin-1-yl)-3-(3-(3,5-bis(trifluoromethyl)phenyl)-1H-1,2,4-triazol-1-yl)prop-2-en-1-one C(C)(=O)N1N(CCC1)C(\C=C/N1N=C(N=C1)C1=CC(=CC(=C1)C(F)(F)F)C(F)(F)F)=O